tert-butyl (1,4-diazepan-1-yl)formate N1(CCNCCC1)C(=O)OC(C)(C)C